S1C(=CC=C1)C1=CC=C(C=O)C=C1 4-(thien-2-yl)benzaldehyde